C[C@@]12CCC[C@@]([C@H]1CC[C@]34[C@H]2CC[C@](C3)(C(=C)C4)O[C@H]5[C@@H]([C@H]([C@@H]([C@H](O5)CO)O)O)O[C@H]6[C@@H]([C@H]([C@@H]([C@H](O6)CO)O)O)O)(C)C(=O)O[C@H]7[C@@H]([C@H]([C@@H]([C@H](O7)CO)O)O)O[C@H]8[C@@H]([C@H]([C@@H]([C@H](O8)CO)O)O)O The molecule is a rebaudioside that is stevioside in which the hydroxy group at position 2 of the glucosyl ester moiety has been converted into the corresponding beta-D-glucoside. It is a tetracyclic diterpenoid, a rebaudioside and a sophoroside. It derives from a stevioside.